methyl 2-[2-(dimethylamino)ethyl]-4,8-difluoro-3,5,6,7-tetrahydrocyclopenta[f]benzimidazole-6-carboxylate CN(CCC=1NC2=C(N1)C(=C1C(=C2F)CC(C1)C(=O)OC)F)C